ClCCCCC=CCCCCCCl 1,11-dichloro-5-undecene